ClC=1C=CC(=C(C(=O)N2C3CC(C(C2CNC2=NC=C(N=C2)C(F)(F)F)C)C3)C1)N1N=CC=N1 N-({2-[5-chloro-2-(2H-1,2,3-triazol-2-yl)benzoyl]-4-methyl-2-azabicyclo[3.1.1]hept-3-yl}methyl)-5-(trifluoromethyl)pyrazin-2-amine